Cl.CN1C(=NC2=C1C=CC=C2)CC2CCNCC2 1-methyl-2-(piperidin-4-ylmethyl)-1H-benzo[d]imidazole hydrochloride